1-(6-Chloro-3-fluoropyridin-2-yl)ethanone ClC1=CC=C(C(=N1)C(C)=O)F